COC1=CC=C(C=C1)C(CC#N)N1N=CC(=C1)C=1C2=C(N=CN1)NC=C2 3-(4-methoxyphenyl)-3-[4-(7H-pyrrolo[2,3-d]pyrimidin-4-yl)-1H-pyrazol-1-yl]propanenitrile